C(CC)(=O)O[C@@H]1[C@](O[C@H]([C@@H]1OC(CC)=O)C1=CC=C2C(=NC=NN21)N)(COP(=O)(OC2=CC=CC=C2)N[C@H](C(=O)OC)C)C#N (2R,3S,4S,5S)-5-(4-aminopyrrolo[2,1-f][1,2,4]triazin-7-yl)-2-cyano-2-((((((S)-1-methoxy-1-oxopropan-2-yl)amino)(phenoxy)phosphoryl)oxy) methyl)tetrahydrofuran-3,4-diyl dipropionate